CC=1C=C(C=CC1[N+](=O)[O-])N1CCOCC1 4-(3-methyl-4-nitrophenyl)morpholine